(R)-1'-(4-((3-chloropyridin-4-yl)thio)thiazol-2-yl)spiro[indoline-2,4'-piperidin]-3-amine ClC=1C=NC=CC1SC=1N=C(SC1)N1CCC2(CC1)NC1=CC=CC=C1[C@H]2N